ICC\C=C/CCC(OC)OC(CC\C=C/CCI)OC (3Z)-6-iodo-3-hexenylmethoxymethyl ether